ClCCN(CCN(C(OC(C)(C)C)=O)C)C tert-butyl (2-((2-chloroethyl)(methyl)amino)ethyl)(methyl)carbamate